2-(2-((5-(1-aminoisoquinolin-7-yl)-1-cyclopentyl-1H-indazol-3-yl)methoxy)-6-methylphenyl)acetic acid NC1=NC=CC2=CC=C(C=C12)C=1C=C2C(=NN(C2=CC1)C1CCCC1)COC1=C(C(=CC=C1)C)CC(=O)O